ClC1=C(C=CC(=C1)Cl)[C@@H](C)N1N=NC=2C1=NC(=CN2)N2CC(C2)[C@@H]2CNCCC2 (R)-3-(1-(1-((R)-1-(2,4-dichlorophenyl)ethyl)-1H-[1,2,3]triazolo[4,5-b]pyrazin-6-yl)azetidin-3-yl)-piperidin